((4-fluoro-1-methylpiperidin-4-yl)methyl)-trans-2-phenylcyclopropylamine FC1(CCN(CC1)C)CN[C@H]1[C@@H](C1)C1=CC=CC=C1